11-(2-(2,6-dioxopiperidin-3-yl)-1,3-dioxoisoindol-5-yl)undecynal O=C1NC(CCC1N1C(C2=CC=C(C=C2C1=O)CCCCCCCCC#CC=O)=O)=O